(R)-N-(2-bromo-4-morpholinophenyl)-5-(piperidin-3-ylamino)pyrazolo[1,5-a]pyrimidine-3-carboxamide trifluoroacetate salt FC(C(=O)O)(F)F.BrC1=C(C=CC(=C1)N1CCOCC1)NC(=O)C=1C=NN2C1N=C(C=C2)N[C@H]2CNCCC2